NC=1C=C(C=CC1N)C1=C(C=CC=C1OCCOC)NC(=O)N 3',4'-diamino-6-(2-methoxyethoxy)-[1,1'-biphenylyl]urea